triethyl-trimethoxysilane Ethyl-8-[[4-[4-[[2-(4-chlorophenyl)-5,5-dimethyl-cyclohexen-1-yl]methyl]piperazin-1-yl]benzoyl]sulfamoyl]octanoate C(C)OC(CCCCCCCS(NC(C1=CC=C(C=C1)N1CCN(CC1)CC1=C(CCC(C1)(C)C)C1=CC=C(C=C1)Cl)=O)(=O)=O)=O.C(C)C(O[SiH](OC)OC)(CC)CC